tert-butyl 7-(2-{[4-(methanesulfonylmethyl)phenyl]amino}-8-methyl-5H,6H,7H,8H-pyrido[3,4-d]pyrimidin-7-yl)-8-methyl-1H,2H,3H-pyrido[2,3-b][1,4]oxazine-1-carboxylate CS(=O)(=O)CC1=CC=C(C=C1)NC=1N=CC2=C(N1)C(N(CC2)C2=C(C1=C(OCCN1C(=O)OC(C)(C)C)N=C2)C)C